CN1CCN(CC1)CCCNC(=O)C=1C=C(C=C(C(=O)NCCCN(CCCCCCCCC(=O)OC(CC)CCCCC)CCCCCCCCC(=O)OC(CC)CCCCC)C1)C(=O)NCCCN(CCCCCCCCC(=O)OC(CC)CCCCC)CCCCCCCCC(=O)OC(CC)CCCCC tetra(octan-3-yl) 9,9',9'',9'''-((((5-((3-(4-methylpiperazin-1-yl)propyl)carbamoyl)isophthaloyl)bis(azanediyl))bis(propane-3,1-diyl))bis(azanetriyl))tetranonanoate